(2R)-1-ethoxy-4-methyl-pentan-2-amine C(C)OC[C@@H](CC(C)C)N